3-bromo-5-chloro-N,N-bis(4-methoxybenzyl)pyridin-2-amine BrC=1C(=NC=C(C1)Cl)N(CC1=CC=C(C=C1)OC)CC1=CC=C(C=C1)OC